O=C1NC(CCC1C1=NN(C2=CC(=CC=C12)N1CCCCC1)C)=O 1-(3-(2,6-Dioxopiperidin-3-yl)-1-methyl-1H-indazol-6-yl)piperidine